N1=C(C=CC=C1)C=1N=C(SC1)NC(=O)C1=CC=C(C(=O)NCCOCCNC(OC(C)(C)C)=O)C=C1 tert-butyl (2-(2-(4-((4-(pyridin-2-yl)thiazol-2-yl)carbamoyl)benzamido)ethoxy)ethyl)carbamate